4-(4'-methylphenylthio)-benzophenone CC1=CC=C(C=C1)SC1=CC=C(C(=O)C2=CC=CC=C2)C=C1